tert-Butyl 4-((4-(1-(2-chloro-4-formylphenyl)-1H-imidazol-4-yl)-5-(trifluoromethyl)pyrimidin-2-yl)amino)piperidine-1-carboxylate ClC1=C(C=CC(=C1)C=O)N1C=NC(=C1)C1=NC(=NC=C1C(F)(F)F)NC1CCN(CC1)C(=O)OC(C)(C)C